tert-butyl 8-[1-(2,6-dioxo-3-piperidyl)-3-methyl-2-oxo-benzimidazol-4-yl]-3,8-diazabicyclo[3.2.1]octane-3-carboxylate O=C1NC(CCC1N1C(N(C2=C1C=CC=C2N2C1CN(CC2CC1)C(=O)OC(C)(C)C)C)=O)=O